2,3,4-tri-O-acetyl-α-L-xylopyranosyl bromide C(C)(=O)O[C@@H]1[C@@H](OC[C@@H]([C@H]1OC(C)=O)OC(C)=O)Br